[N+](=O)([O-])C1=CC=C(COS(=O)(=O)C2=CC=C(C)C=C2)C=C1 p-nitrobenzyltosylate